4-(4-cyano-2,6-diisobutylphenyl)-3-(2-methylphenyl)-5-phenyl-4H-1,2,4-triazole C(#N)C1=CC(=C(C(=C1)CC(C)C)N1C(=NN=C1C1=CC=CC=C1)C1=C(C=CC=C1)C)CC(C)C